N-{2-fluoro-3-[6-oxo-4-(trifluoromethyl)-1,6-dihydropyrimidin-2-yl]-4-(trifluoromethyl)benzyl}-3-{[3-(trifluoromethyl)benzyl]oxy}cyclobutane-1-carboxamide FC1=C(CNC(=O)C2CC(C2)OCC2=CC(=CC=C2)C(F)(F)F)C=CC(=C1C=1NC(C=C(N1)C(F)(F)F)=O)C(F)(F)F